C(C)C1=C(C=CC(=C1F)F)NC1=CN=C(C=C1C(=O)OCC)C(F)(F)F ethyl 5-((2-ethyl-3,4-difluorophenyl)-amino)-2-(trifluoro-methyl)isonicotinate